C(C)(C)(C)[Si](C)(C)OC(=C(C)C)OCC tert-butyl-((1-ethoxy-2-methylpropan-1-en-1-yl)oxy)dimethylsilane